N-(2,6-dichloro-3,5-dimethoxy-phenyl)carbamate ClC1=C(C(=C(C=C1OC)OC)Cl)NC([O-])=O